C(C)(C)(C)[Si](C1=CC=CC=C1)(C1=CC=CC=C1)OCCCI tert-butyl-(3-iodopropoxy)diphenylsilane